C(C=C)(=O)N1[C@H](CN(CC1)C=1C2=C(N=C(N1)OC1(CC1)[C@H]1N(CCC1)C)CN(CC2)C2=CC(=CC1=CC=CC=C21)O)CC#N 2-((S)-1-propenoyl-4-(7-(3-hydroxynaphthalen-1-yl)-2-(1-((S)-1-methylpyrrolidin-2-yl)cyclopropoxy)-5,6,7,8-tetrahydropyrido[3,4-d]pyrimidin-4-yl)piperazin-2-yl)acetonitrile